COC1=CC=C(C=C1)N1N=C(C(=C1)OCC(F)(F)F)C(=O)OCC ethyl 1-(4-methoxyphenyl)-4-(2,2,2-trifluoroethoxy)-1H-pyrazole-3-carboxylate